C1(CCCC1)=CC1=CC=C(S1)C1=C(C(=NC=C1)N)N 4-[5-(cyclopentylidenemethyl)-thienyl]pyridin-2,3-diamine